C(C\C=C/CC)(=O)O z-3-hexenoic acid